[K+].C(C)(C)[N@]1C(C1)C(=O)[O-] (S)-1-isopropylaziridine-2-carboxylic acid potassium salt